C1=CC=C2C(=C1)C=CC3=CC=CC=C32 9,10-Dehydrophenanthrene